2-(1-methyl-1H-pyrazol-4-yl)-1,3-thiazole CN1N=CC(=C1)C=1SC=CN1